BrC=1C(=NN2C1SC(=C2C(C)C)C(=O)OCC)C Ethyl 7-bromo-3-isopropyl-6-methylpyrazolo[5,1-b][1,3]thiazole-2-carboxylate